ClC=1C=CC(=C(C1)C1=CC(N(C=C1OC)C(C(=O)OC(C)(C)C)CCOC)=O)C1=CC(=NO1)C tert-Butyl 2-{4-[5-chloro-2-(3-methyl-1,2-oxazol-5-yl)phenyl]-5-methoxy-2-oxopyridin-1(2H)-yl}-4-methoxybutanoate